COC1=C(C(=CC(=C1)C)OC)O 2,6-dimethoxy-4-methyl-phenol